BrC1=C(C=C(C(=O)N2CC=3N(CC2)C(N(C3C(=O)NCC3=C(C=C(C=C3)OC3COC3)F)C3=CC=C(C=C3)OC3CC3)=O)C=C1)Cl 7-(4-bromo-3-chloro-benzoyl)-2-[4-(cyclopropoxy)phenyl]-N-[[2-fluoro-4-(oxetan-3-yloxy)phenyl]methyl]-3-oxo-6,8-dihydro-5H-imidazo[1,5-a]pyrazine-1-carboxamide